CC(C)(C)OC(=O)NCCCC[C@@H](C(=O)O)N=[N+]=[N-].C1CCC(CC1)NC2CCCCC2 (S)-(-)-2-azido-6-(Boc-amino)hexanoic acid (dicyclohexylammonium) salt